2-[4-[2-(3-Fluorophenyl)-1H-indole-5-carbonyl]piperazin-1-yl]-3H-quinazolin-4-one FC=1C=C(C=CC1)C=1NC2=CC=C(C=C2C1)C(=O)N1CCN(CC1)C1=NC2=CC=CC=C2C(N1)=O